methyl (R)-3-((1-aminobutan-2-yl) oxy)-2-naphthoate hydrochloride Cl.NC[C@@H](CC)OC=1C(=CC2=CC=CC=C2C1)C(=O)OC